C(CCC)[B-](CCCC)(CCCC)CCCC.N12CCCN=C2CCC1 1,5-diazabicyclo-[4.3.0]non-5-ene tetrabutylborate